2-[({4-[7-(aminocarbonyl)-2H-indazol-2-yl]phenyl}amino)carbonyl]-1-methylpiperidinium trifluoroacetate FC(C(=O)[O-])(F)F.NC(=O)C1=CC=CC2=CN(N=C12)C1=CC=C(C=C1)NC(=O)C1[NH+](CCCC1)C